OCC1=CC(=C(C=C1)NC(=O)[C@H](C)NC(OC(C)(C)C)=O)OC tert-butyl N-[(1S)-1-{[4-(hydroxymethyl)-2-methoxyphenyl]carbamoyl}ethyl]carbamate